C(C)(C)(C)OC(=O)N1C2CN(CC1CC2)C2=CC1=C(N(C(O1)=O)C)C=C2 3-(3-methyl-2-oxo-1,3-benzoxazol-6-yl)-3,8-diazabicyclo[3.2.1]octan-8-carboxylic acid tert-butyl ester